CC(=CC(=O)[O-])C β,β-dimethylacrylate